ClC=1C(=NC(=CC1)Cl)C(=O)OCC ethyl 3,6-dichloropicolinate